FC1=C(CN2C(C=3C=CC=NC3C(=C2)C(=O)N[C@@H]2[C@H](CCCC2)O)=O)C(=CC(=C1)C=1C=NC=C(C1)C)F 6-(2,6-difluoro-4-(5-methylpyridin-3-yl)benzyl)-N-((1S,2S)-2-hydroxycyclohexyl)-5-oxo-5,6-dihydro-1,6-naphthyridine-8-carboxamide